C(C)N(C=1C(=C(C(=O)O)C=C(C1)OC1CC(C1)C)C)C1CCOCC1 3-(ethyl-(tetrahydro-2H-pyran-4-yl)amino)-2-methyl-5-(3-methylcyclobutoxy)benzoic acid